N,N-Dimethyl-N-(methylsulfanylmethylen)-ammonium iodid [I-].C[N+](=CSC)C